C(CCC)C(CC1=CC=C(C=C1)[C@H](C(=O)O)C)C |r| (2RS)-2-[4-(2-butylpropyl)phenyl]propanoic acid